azo(bis-isobutyronitrile) N(=NC(C#N)(C)C)C(C#N)(C)C